C(CCCC)NCCO 2-(pentylamino)-1-ethanol